N-[2-[[2-[(3S)-3-(hydroxymethyl)piperazin-1-yl]-2-oxoethyl]amino]ethyl]benzamide OC[C@@H]1CN(CCN1)C(CNCCNC(C1=CC=CC=C1)=O)=O